n-hex-2-enylamine C(C=CCCC)N